Amino-imidazolecarboxamide NC=1N=C(NC1)C(=O)N